2-(4-methoxyphenyl)-7-[(3R)-3-methylpiperazin-1-yl]-4H-pyrido[1,2-a]pyrimidin-4-one COC1=CC=C(C=C1)C=1N=C2N(C(C1)=O)C=C(C=C2)N2C[C@H](NCC2)C